4H-1,3-dioxin-4-one O1COC(C=C1)=O